4-bromo-5-({[tert-butyl(dimethyl)silyl]oxy}methyl)-2-(3-methyl-1-{3-[(oxan-2-yl)oxy]propyl}-1H-pyrazol-5-yl)-1,3-thiazole BrC=1N=C(SC1CO[Si](C)(C)C(C)(C)C)C1=CC(=NN1CCCOC1OCCCC1)C